tripropoxybenzoic acid butyl ester C(CCC)OC(C1=C(C(=C(C=C1)OCCC)OCCC)OCCC)=O